C(N1C(C=C(C=C1)B1OC(C)(C)C(C)(C)O1)=O)([2H])([2H])[2H] 1-(methyl-d3)-pyridin-2-one-4-boronic acid pinacol ester